[Nb].[Zr].[Ti] titanium-zirconium-niobium